NC1C(CCCC1)CC1CCC(C(C1)N)C 5-[(2-aminocyclohexyl)methyl]-2-methylcyclohexylamine